N(N)C1=NN=CC2=CC=CC=C12 1-Hydrazinylphthalazin